ClC=1C(=NC(=NC1)NC1=CN=C(S1)C1CCN(CC1)C(=O)OCC1=CC=CC=C1)N1N=CC(=C1)NS(=O)(=O)CCC Benzyl 4-(5-((5-chloro-4-(4-(propylsulfonamido)-1H-pyrazol-1-yl)pyrimidin-2-yl)amino)thiazol-2-yl)piperidine-1-carboxylate